1-(2,6-bis(benzyloxy)pyridin-3-yl)-4-(4-(dimethoxymethyl)piperidin-1-yl)-3-methyl-1H-benzo[d]imidazol-2(3H)-one C(C1=CC=CC=C1)OC1=NC(=CC=C1N1C(N(C2=C1C=CC=C2N2CCC(CC2)C(OC)OC)C)=O)OCC2=CC=CC=C2